FC1(CC(CC1)C(=O)O)F 3,3-difluorocyclopentane-carboxylic acid